2,6-bis(2'-ethoxyphenyl)-4-(4'-dimethylaminophenyl)pyridine C(C)OC1=C(C=CC=C1)C1=NC(=CC(=C1)C1=CC=C(C=C1)N(C)C)C1=C(C=CC=C1)OCC